ClC1=NC=C(C(=N1)C=1C=NN(C1)[C@@H](C(C)(F)F)C1=CC=C(C=C1)F)C (R)-2-chloro-4-(1-(2,2-difluoro-1-(4-fluorophenyl)propyl)-1H-pyrazol-4-yl)-5-methylpyrimidine